C(C)C1=C(C(NC=C1)=O)CC diethyl-pyridone